(S)-4-(6-(4-(2-hydroxy-2-phenylacetyl)piperazin-1-yl)pyridin-3-yl)-6-(3-hydroxypropoxy)pyrazolo[1,5-a]pyridine-3-carbonitrile 2,2,2-trifluoroacetate FC(C(=O)O)(F)F.O[C@H](C(=O)N1CCN(CC1)C1=CC=C(C=N1)C=1C=2N(C=C(C1)OCCCO)N=CC2C#N)C2=CC=CC=C2